N-(1-(3-bromo-4-methoxyphenyl)-2,2-difluoro-2-(phenylsulfonyl)ethyl)acetamide BrC=1C=C(C=CC1OC)C(C(S(=O)(=O)C1=CC=CC=C1)(F)F)NC(C)=O